O1C2=C(OCC1)C=C(C=C2)C2N(CCC2)CC2=NC=C(C=C2)C2=CC=C(C=C2)S(=O)(=O)C 2-((2-(2,3-dihydrobenzo[b][1,4]dioxin-6-yl)pyrrolidin-1-yl)methyl)-5-(4-(methylsulfonyl)phenyl)pyridine